ditolyl-methane diisocyanate [N-]=C=O.[N-]=C=O.C1(=C(C=CC=C1)CC1=C(C=CC=C1)C)C